C(C)(CC)NC(=O)C1=CC=C(C(=N1)C(=O)OC)B1OC(C(O1)(C)C)(C)C methyl 6-(sec-butylcarbamoyl)-3-(4,4,5,5-tetramethyl-1,3,2-dioxaborolan-2-yl)picolinate